COC=1C(=C(C(=CC1)C)C1=NC(=CC2=C1N=CN(C2=O)COCC[Si](C)(C)C)C=C)C 8-(3-methoxy-2,6-dimethylphenyl)-3-((2-(trimethylsilyl)ethoxy)methyl)-6-vinylpyrido[3,4-d]pyrimidin-4(3H)-one